C(C)O[Si](CCC(C)C)(OCC)OCC triethoxy(isopentyl)silane